2-fluoro-3-iodo-5,6,7,8-tetrahydronaphthalene-1-carbaldehyde FC1=C(C=2CCCCC2C=C1I)C=O